tert-butyl 4-(3-bromo-2-chloro-6-hydroxyphenyl)piperidine-1-carboxylate BrC=1C(=C(C(=CC1)O)C1CCN(CC1)C(=O)OC(C)(C)C)Cl